[4-(2-oxopyrrolidin-1-yl)phenyl]-6-{4-[4-(propan-2-yl)piperazin-1-yl]phenyl}-1,2-dihydro-quinolin-2-one O=C1N(CCC1)C1=CC=C(C=C1)N1C(C=CC2=CC(=CC=C12)C1=CC=C(C=C1)N1CCN(CC1)C(C)C)=O